(S)-quinuclidin-3-yl (5-(4-butoxy-3,5-dimethylphenyl)-6-methoxy-2,2-dimethyl-2,3-dihydro-1H-inden-1-yl)carbamate C(CCC)OC1=C(C=C(C=C1C)C=1C=C2CC(C(C2=CC1OC)NC(O[C@@H]1CN2CCC1CC2)=O)(C)C)C